Tert-butyl 4-(4-((4-(2,6-bis(benzyloxy)pyridin-3-yl)phenoxy)methyl)-1H-pyrazol-1-yl)piperidine-1-carboxylate C(C1=CC=CC=C1)OC1=NC(=CC=C1C1=CC=C(OCC=2C=NN(C2)C2CCN(CC2)C(=O)OC(C)(C)C)C=C1)OCC1=CC=CC=C1